10-(1-phenylpropan-2-yl)-10-azatricyclo[6.3.1.02,7]Dodeca-2,4,6-triene hydrochloride Cl.C1(=CC=CC=C1)CC(C)N1CC2C3=CC=CC=C3C(C1)C2